methyl 5-(4-(((cyclopropylmethyl) carbamoyl) oxy) piperidin-1-yl)-7-methoxythieno[3,2-b]pyridine-3-carboxylate C1(CC1)CNC(=O)OC1CCN(CC1)C1=CC(=C2C(=N1)C(=CS2)C(=O)OC)OC